N,N'-di(methylphenyl)-1,4-phenylenediamine CC1=C(C=CC=C1)NC1=CC=C(C=C1)NC1=C(C=CC=C1)C